(2Z)-but-2-ene-1,4-diyl dipropionate C(CC)(=O)OC\C=C/COC(CC)=O